Methyl 3-(5-(5-((3-chloro-4-fluorophenyl)carbamoyl)-1-methyl-1H-imidazol-4-yl)-2-hydroxyoctahydropentalen-2-yl)propiolate ClC=1C=C(C=CC1F)NC(=O)C1=C(N=CN1C)C1CC2CC(CC2C1)(O)C#CC(=O)OC